ClC1=C(C=C(C=C1)NC(C1=C(C=CC=C1CCCCCCCCCCCCCCC)OCC)=O)C(F)(F)F N-(4-chloro-3-(trifluoromethyl)phenyl)-2-ethoxy-6-pentadecylbenzamide